3-(4-((4-(6-(6-((R)-2-(3-fluorophenyl)pyrrolidin-1-yl)imidazo[1,2-b]pyridazin-3-yl)pyridin-2-yl)piperazin-1-yl)methyl)phenyl)piperidine-2,6-dione FC=1C=C(C=CC1)[C@@H]1N(CCC1)C=1C=CC=2N(N1)C(=CN2)C2=CC=CC(=N2)N2CCN(CC2)CC2=CC=C(C=C2)C2C(NC(CC2)=O)=O